{4-[6-({4-[2-Amino-6-(m-cyanophenyl)-4-pyrimidinyl]-1H-1,2,3-triazol-1-yl}methyl)-2-pyridyl]tetrahydro-2H-pyran-4-yl}acetic acid NC1=NC(=CC(=N1)C=1N=NN(C1)CC1=CC=CC(=N1)C1(CCOCC1)CC(=O)O)C1=CC(=CC=C1)C#N